4-(((6-chloropyridin-3-yl)methyl)(5-methyl-1H-pyrazol-3-yl)amino)furan-2(5H)-one ClC1=CC=C(C=N1)CN(C1=CC(OC1)=O)C1=NNC(=C1)C